[Si](C1=CC=CC=C1)(C1=CC=CC=C1)(C(C)(C)C)OCC1(CCC1)CSC=1C(=C(C=C2C(NC(NC12)=O)=O)C(F)(F)F)C1=C(C=C(C(=C1)Cl)F)F 8-(((1-(((tert-butyldiphenylsilyl)oxy)methyl)cyclobutyl)methyl)thio)-7-(5-chloro-2,4-difluorophenyl)-6-(trifluoromethyl)quinazoline-2,4(1H,3H)-dione